CC=1C=C(C(=O)OC)C=C(C1OCC1=CC(=CC=C1)[C@@H](CCCC=C)NC(=O)C1COCCC1)C methyl 3,5-dimethyl-4-((3-((1R)-1-(tetrahydro-2H-pyran-3-carboxamido)hex-5-en-1-yl)benzyl)oxy)benzoate